C1(=CC=C(C=C1)S(=O)(=O)OCCOC1CC(C1)C(=O)OC(C)(C)C)C tert-butyl 3-[2-(p-tolylsulfonyloxy)ethoxy]cyclobutanecarboxylate